tert-butyl (3E)-3-({6-[2-(methoxymethoxy)-6-methyl-4-(trifluoromethyl)phenyl]pyridazin-3-yl}methylidene)piperidine-1-carboxylate COCOC1=C(C(=CC(=C1)C(F)(F)F)C)C1=CC=C(N=N1)\C=C/1\CN(CCC1)C(=O)OC(C)(C)C